COC(=O)[C@H]1N(C[C@@H](C1)OC)C(=O)C1=NC(=NC=C1)N[C@@H](C)C1=CC=CC=C1 (2S,4R)-4-methoxy-1-(2-(((S)-1-phenylethyl)amino)pyrimidine-4-carbonyl)pyrrolidine-2-carboxylic acid methyl ester